1-(2-Fluoroethyl)-N-[3-fluoro-4-[(7-methoxy-1,5-naphthyridin-4-yl)oxy]phenyl]-6-methyl-4-oxo-5-thiophen-3-ylpyridine-3-carboxamide FCCN1C=C(C(C(=C1C)C1=CSC=C1)=O)C(=O)NC1=CC(=C(C=C1)OC1=CC=NC2=CC(=CN=C12)OC)F